Methyl ((S)-N-(tert-butoxycarbonyl)-2-(((R)-6-((4,4-difluorocyclohexyl)amino)hexan-2-yl)oxy)-6-methylpyridine-3-sulfonimidoyl)-L-prolinate C(C)(C)(C)OC(=O)N=[S@@](=O)(C=1C(=NC(=CC1)C)O[C@H](C)CCCCNC1CCC(CC1)(F)F)N1[C@@H](CCC1)C(=O)OC